C(C)(C)OC1=C(C=CC=C1)[C@@H]1CN(CCN1)CC=1C=CC(=NC1)NC 5-{[(3R)-3-(2-isopropoxyphenyl)piperazin-1-yl]methyl}-N-methylpyridin-2-amine